ClC1=C(C=C(C=C1)C1=NN(C(=N1)CC(=O)NCC1=CC(=NC=C1)C(F)F)CC)F 2-[3-(4-chloro-3-fluorophenyl)-1-ethyl-1H-1,2,4-triazol-5-yl]-N-{[2-(difluoromethyl)pyridin-4-yl]methyl}acetamide